C1(CC1)C=1C=CC=C2C(=CNC12)F 7-cyclopropyl-3-fluoro-indole